C1(CC1)CN1N=CC(=C1)S(=O)(=O)NC(NC1=C2CCCC2=CC(=C1C=1C=CC=2N(C1)C=CN2)C)=O 1-(cyclopropylmethyl)-N-((5-(imidazo[1,2-a]pyridin-6-yl)-6-methyl-2,3-dihydro-1H-inden-4-yl)carbamoyl)-1H-pyrazole-4-sulfonamide